P(=O)(O)(O)OC[C@H](N)[C@H](O)CCCCCCCCCCCCCCC sphinganine 1-phosphate